(R)-N-(7-chloro-6-(1-((3R,4R)-4-fluoro-3-methyltetrahydrofuran-3-yl)piperidin-4-yl)isoquinolin-3-yl)spiro[2.2]pentane-1-carboxamide ClC1=C(C=C2C=C(N=CC2=C1)NC(=O)[C@@H]1CC12CC2)C2CCN(CC2)[C@@]2(COC[C@@H]2F)C